1-(2-Fluoroethyl)-3-nitro-4-vinyl-1H-pyrazole FCCN1N=C(C(=C1)C=C)[N+](=O)[O-]